({(2-Methyl-6-{[(1S,2S)-2-(5-methylpyridin-2-yl)cyclopropyl]methoxy} pyrimidin-4-yl)[(5-methyl-1,3,4-thiadiazol-2-yl)methyl]carbamoyl}oxy)methyl 4-fluorobenzoate FC1=CC=C(C(=O)OCOC(N(CC=2SC(=NN2)C)C2=NC(=NC(=C2)OC[C@@H]2[C@H](C2)C2=NC=C(C=C2)C)C)=O)C=C1